C(=O)(O)[C@H](O)[C@@H](O)C(=O)O.C(=O)(O)[C@H](O)[C@@H](O)C(=O)O.C(C(C)C)N1CCN(C2=CC=CC=C12)C(CCN1CCN(CC1)C)=O 1-(4-isobutyl-3,4-dihydroquinoxalin-1(2H)-yl)-3-(4-methylpiperazin-1-yl)propan-1-one di-L-tartrate